[9-(2,2-dimethyl-1,3-dioxan-5-yl)-2,2-dimethyl-3,3-diphenyl-8-aza-4-oxa-3-silanon-8-yl]methane CC1(OCC(CO1)CN(CCCO[Si](C(C)(C)C)(C1=CC=CC=C1)C1=CC=CC=C1)C)C